ClC=1C(=C(C=CC1F)[C@H](NC(=O)N1[C@@H](C(NCC1)=O)C1CC1)C=1C=NC(=NC1)C(F)(F)F)F |o1:13| N-((R)-(3-chloro-2,4-difluorophenyl)(2-(trifluoromethyl)pyrimidin-5-yl)methyl)-(R or S)-2-cyclopropyl-3-oxopiperazine-1-carboxamide